CC=1NC(C=CC1C(=O)N)=O methyl-6-oxopyridine-3-carboxamide